4-Methyl-2,6-bis-p-tolylamino-5-(2-trifluoromethyl-phenylazo)-nicotinonitrile CC1=C(C(=NC(=C1C#N)NC1=CC=C(C=C1)C)NC1=CC=C(C=C1)C)N=NC1=C(C=CC=C1)C(F)(F)F